OC1C(C(C=C1C)(C)C)CO (2-Hydroxy-3,5,5-trimethyl-3-cyclopentenyl)methanol